NCCNC(=O)C1CC(C1)NC(=O)C1=C(C=C(C=C1)NC(=O)C=1N(C(=CN1)C1=C(C(=C(C=C1)OC)F)F)C)Cl N-[4-[[3-(2-aminoethylcarbamoyl)cyclobutyl]carbamoyl]-3-chloro-phenyl]-5-(2,3-difluoro-4-methoxy-phenyl)-1-methyl-imidazole-2-carboxamide